NC1=C(C=C(C=N1)C=1C=C2N(N1)CCC21CN(C1)C(=O)N[C@H](C)C1=CC=C(C=C1)C#N)C(F)(F)F 2'-[6-amino-5-(trifluoromethyl)pyridin-3-yl]-N-[(1R)-1-(4-cyanophenyl)ethyl]-5',6'-dihydrospiro[azetidine-3,4'-pyrrolo[1,2-b]pyrazole]-1-carboxamide